2-[4-[4-(2-hydroxyethoxy)-3,5-di(phenanthren-9-yl)phenyl]sulfonyl-2,6-di(phenanthren-9-yl)phenoxy]ethanol OCCOC1=C(C=C(C=C1C=1C2=CC=CC=C2C=2C=CC=CC2C1)S(=O)(=O)C1=CC(=C(OCCO)C(=C1)C=1C2=CC=CC=C2C=2C=CC=CC2C1)C=1C2=CC=CC=C2C=2C=CC=CC2C1)C=1C2=CC=CC=C2C=2C=CC=CC2C1